5-(bromomethyl)-2-(5-methoxy-3-(trifluoromethyl)-1H-pyrazol-1-yl)pyridine BrCC=1C=CC(=NC1)N1N=C(C=C1OC)C(F)(F)F